Trinatrium orthophosphat P(=O)([O-])([O-])[O-].[Na+].[Na+].[Na+]